C1(CC1)C1=NC=NC(=C1C1=NC=C2N=C(N(C2=N1)CC1=CC=C(C=C1)C=1N(C=C(N1)C(F)(F)F)C(C)C)COC)OC 2-(4-cyclopropyl-6-methoxypyrimidin-5-yl)-9-(4-(1-isopropyl-4-(trifluoromethyl)-1H-imidazol-2-yl)benzyl)-8-(methoxymethyl)-9H-purine